2-propyl-3-((6-(trifluoromethyl)pyridazin-3-yl)methyl)naphthalene-1,4-dione C(CC)C=1C(C2=CC=CC=C2C(C1CC=1N=NC(=CC1)C(F)(F)F)=O)=O